Phthalonitril C(C=1C(C#N)=CC=CC1)#N